C(C)(C)(C)OC(=O)N1C(C2=C(CC1)NC=C2)=O.COC2=CC=C(C=C2)C=2C(N(N=CC2)CCCCN2CCOCC2)=O 4-(4-methoxyphenyl)-2-[4-(morpholin-4-yl)butyl]-2,3-dihydropyridazin-3-one tert-butyl-4-oxo-1,4,6,7-tetrahydro-5H-pyrrolo[3,2-c]pyridine-5-carboxylate